C(C1=CC=CC=C1)N1C=C(C=2C1=NC=C(C2)C=2C(=NOC2C)C)C#CC(C(=O)O)(C)C 4-(1-benzyl-5-(3,5-dimethylisoxazol-4-yl)-1H-pyrrolo[2,3-b]pyridin-3-yl)-2,2-dimethylbut-3-ynoic acid